5-Chloro-7-(1-ethoxyvinyl)-1H-pyrrolo[2,3-c]pyridine ClC=1C=C2C(=C(N1)C(=C)OCC)NC=C2